(35CE)-Amphetamine-d N(C(C)CC1=CC=CC=C1)[2H]